7-oxo-4,7-dihydropyrazolo[1,5-a]pyrimidine-3-carboxylic acid ethyl ester C(C)OC(=O)C=1C=NN2C1NC=CC2=O